CN1CCN(CC1)C=CC(=O)N 3-(4-methylpiperazin-1-yl)propenamide